1-(2-Cyclopropyl-1-phenylethyl)-1H-pyrazole-4-carboxylic acid C1(CC1)CC(C1=CC=CC=C1)N1N=CC(=C1)C(=O)O